ClC1=CN(C2=CC(=C(C=C12)CC(=O)NC1=NC=CC(=C1)NCC=1N=C2N(C=C(C=C2)C2CC2)C1)F)C(=O)OC(C)(C)C tert-butyl 3-chloro-5-(2-((4-(((6-cyclopropylimidazo[1,2-a]pyridin-2-yl)methyl)amino)pyridin-2-yl) amino)-2-oxoethyl)-6-fluoro-1H-indole-1-carboxylate